C(C)(=O)OOC1=C(C(=CC=C1)CC)OC1=C(C=C(C(=C1)N1C(N(C(=CC1=O)C(Cl)(Cl)Cl)C)=O)F)Cl ethyl-(2-{2-chloro-4-fluoro-5-[3-methyl-2,6-dioxo-4-(trichloromethyl)-3,6-dihydropyrimidin-1(2H)-yl]phenoxy}phenoxy) acetate